FC1=CC=2N(C=C1)C(=CN2)C2=C1CNC(C1=C(C=C2)NC2=CC=C1C(=N2)CN(C12CCC1(OCCO1)CC2)CCN2CCOCC2)=O 4-(7-fluoroimidazo[1,2-a]pyridin-3-yl)-7-((6-(2-morpholinoethyl)-6,7-dihydrodispiro[pyrrolo[3,4-b]pyridine-5,1'-cyclohexane-4',2''-[1,3]dioxolan]-2-yl)amino)isoindolin-1-one